C1=CC=CC=2C3=CC=CC=C3C(C12)COC(=O)NC(CCCCNC(CCOCCOCCOCCSCCCCC[C@@H]1SC[C@@H]2NC(N[C@@H]21)=O)=O)C(=O)O 24-((((9H-Fluoren-9-yl)methoxy)carbonyl)amino)-18-oxo-1-((3aS,4S,6aR)-2-oxohexahydro-1H-thieno[3,4-d]imidazol-4-yl)-9,12,15-trioxa-6-thia-19-azapentacosan-25-oic acid